N1=CN=CN=C1 1,3,5-triazine